(S)-2-((tert-butoxycarbonyl)amino)-3-(stearamido)propanoic acid C(C)(C)(C)OC(=O)N[C@H](C(=O)O)CNC(CCCCCCCCCCCCCCCCC)=O